COC1=CC=C(CN2C(C=3N(CC2)C(=NC3C(F)(F)F)CC=O)=O)C=C1 2-(7-(4-methoxybenzyl)-8-oxo-1-(trifluoromethyl)-5,6,7,8-tetrahydroimidazo[1,5-a]pyrazin-3-yl)acetaldehyde